S(OC1=CC=C(C=C1)OCC1=C(C=C(C=C1F)N1C=NC(=C1)C(N)=O)F)(=O)(=O)F 4-((4-(4-carbamoyl-1H-imidazol-1-yl)-2,6-difluorobenzyl)oxy)phenyl sulfurofluoridate